(R)-4-((S)-6-([1,1'-biphenyl]-3-carbonyl)-5-azaspiro[2.4]heptan-5-yl)-3-(cyclopentylmethyl)-N-hydroxy-4-oxobutanamide C1(=CC(=CC=C1)C(=O)[C@H]1N(CC2(CC2)C1)C([C@@H](CC(=O)NO)CC1CCCC1)=O)C1=CC=CC=C1